lauryl alcohol sulfate salt S(=O)(=O)(O)O.C(CCCCCCCCCCC)O